1-β-D-ribofuranosyl-3-nitropyrrole [C@@H]1([C@H](O)[C@H](O)[C@H](O1)CO)N1C=C(C=C1)[N+](=O)[O-]